2-(dimethylphosphoryl)-4-methoxy-N-methyl-5-(prop-2-yn-1-ylamino)benzamide CP(=O)(C)C1=C(C(=O)NC)C=C(C(=C1)OC)NCC#C